C(C=C)(=O)OCC(COC1=CC=C(C=C1)C(C)(C)C1=CC=CC=C1)O 2-hydroxy-3-(4-(2-phenylpropan-2-yl)phenoxy)propyl acrylate